C(=O)(OC(C)(C)C)N1CCN(CC1)C1=C(C=CC=C1)SC1=C(C=C(C=C1)C)C 1-BOC-4-[2-(2,4-dimethyl-phenylsulfanyl)-phenyl]Piperazine